C(C)(C)(C)OC(=O)N1CC2=CC(=NC=C2CC1)C1=C(C2=C(C(=N1)OS(=O)(=O)C(F)(F)F)C=CS2)C2=C(C=C(C=C2OC(C)C)F)F 7-[7-(2,4-difluoro-6-isopropoxy-phenyl)-4-(trifluoromethylsulfonyloxy)thieno[3,2-c]pyridin-6-yl]-3,4-dihydro-1H-2,6-naphthyridine-2-carboxylic acid tert-butyl ester